tris(methoxy)silyltrisulfide CO[Si](OC)(OC)SSS[Si](OC)(OC)OC